ClC1=CC=C(S1)[C@@H]1[C@H]([C@@H](C(N1)=O)C)[N+](=O)[O-] |r| rac-(3s,4s,5s)-5-(5-chlorothiophene-2-yl)-3-methyl-4-nitropyrrolidin-2-one